COC=1C=C(C=C(C1)N)C1=CC(=CC(=C1)N)OC 3,3'-dimethoxy-5,5'-diaminobiphenyl